CC=1N=C2N(N=C(C=C2C)C2=CN=C3C(=N2)SC(=C3)CC3CNCC3)C1 3-(2,8-dimethylimidazo[1,2-b]pyridazin-6-yl)-6-(pyrrolidin-3-ylmethyl)thieno[2,3-b]pyrazine